N-(2-sulfoethyl)-glutamic acid S(=O)(=O)(O)CCN[C@@H](CCC(=O)O)C(=O)O